(1R,2R,3S,4R,5S)-4-(7-((2,5-difluorobenzyl)amino)-3H-imidazo[4,5-b]pyridin-3-yl)bicyclo[3.1.0]hexane-2,3-diol FC1=C(CNC2=C3C(=NC=C2)N(C=N3)[C@H]3[C@@H]([C@@H]([C@@H]2C[C@H]32)O)O)C=C(C=C1)F